ClC12CCC3(C(C(CC3C1CCC1=CC(C=CC21C)=O)C)CCC(=O)O)C.ClCCCC[SiH](C)C chlorobutyldimethyl-silane 9-chloro-10,13,16-trimethyl-3-oxo-6,7,8,9,10,11,12,13,14,15,16,17-Dodecahydro-3H-cyclopenta[a]phenanthrene-17-propionate